ClC1=NC(=NC=C1C(F)(F)F)NC1=C(C=C(C=C1)N1CC(CCC1)O)OC 1-(4-((4-chloro-5-(trifluoromethyl)pyrimidin-2-yl)amino)-3-methoxyphenyl)piperidin-3-ol